C(C)(C)(CC)C12C(C=CC3C1S3)(O)S2 tert-amylphenol disulfide